CN1C(C2=CC(=CC(=C2C=C1N1CCN(CC1)CC(F)(F)F)[C@@H](C)NC1=C(C=CC=C1)S(=O)(=O)CC=1C=NN(C1)C)C)=O (R)-2,7-Dimethyl-5-(1-((2-(((1-methyl-1H-pyrazol-4-yl)methyl)sulfonyl)phenyl)amino)ethyl)-3-(4-(2,2,2-trifluoroethyl)piperazin-1-yl)isoquinolin-1(2H)-one